C(CCCCC)N1C(C=2C=CC=3C(N(C(C=4C3C2C(C1=O)=CC4)=O)CCCCCC)=O)=O 2,7-dihexylbenzo[lmn][3,8]phenanthroline-1,3,6,8(2H,7H)-tetrone